ClC=1C=C(C=CC1)N1N=C(C=C1)CO [1-(3-chlorophenyl)-1H-pyrazol-3-yl]methanol